CC1=C(C=C(C(=O)NC2=NN(C=C2)CC(C)C)C=C1)C#CC=1C=NC=CC1 4-methyl-N-[1-(2-methylpropyl)-1H-pyrazol-3-yl]-3-[2-(pyridin-3-yl)ethynyl]benzamide